FC(OC=1C=NC=C(C1)[N+](=O)[O-])F 3-(difluoromethoxy)-5-nitro-pyridine